(8-((((4-methoxybenzyl)oxy)carbonyl)amino)-8-methylnonyl)carbamic acid COC1=CC=C(COC(=O)NC(CCCCCCCNC(O)=O)(C)C)C=C1